C(C)C1=C(C(=CC(=C1C)OCCCC)CC)O 2,6-Diethyl-3-methyl-4-butoxy-phenol